NC1=NC=CC(=C1Cl)SC1=NN(C2=NC(=CN=C21)N2CC1C(C1CC2)(C=2SC=C(N2)C)CNC(OCC2=CC=CC=C2)=O)C2OCCCC2 benzyl ((3-(3-((2-amino-3-chloropyridin-4-yl)thio)-1-(tetrahydro-2H-pyran-2-yl)-1H-pyrazolo[3,4-b]pyrazin-6-yl)-7-(4-methylthiazol-2-yl)-3-azabicyclo[4.1.0]heptan-7-yl)methyl)carbamate